(1S,2R)-2-((S)-5-Chloro-8-((5-cyclopropyl-1-methyl-1H-1,2,3-triazol-4-yl)methoxy)-1-((2-oxopyrrolidin-1-yl)methyl)-1,2,3,4-tetrahydroisochinolin-2-carbonyl)-1-methylcyclohexan ClC1=C2CCN([C@@H](C2=C(C=C1)OCC=1N=NN(C1C1CC1)C)CN1C(CCC1)=O)C(=O)[C@H]1[C@H](CCCC1)C